5-(4-fluorophenyl)-2-pyrimidin-2-ylpyrazol FC1=CC=C(C=C1)C=1C=CN(N1)C1=NC=CC=N1